Benzoylaminoquinazoline C(C1=CC=CC=C1)(=O)NC1=NC2=CC=CC=C2C=N1